6-(4-chlorophenyl)-N-[(1RS)-1-cyclopropyl-2-hydroxyethyl]-3-oxo-2-(pyridin-3-yl)-2,3-dihydropyridazine-4-carboxamide ClC1=CC=C(C=C1)C=1C=C(C(N(N1)C=1C=NC=CC1)=O)C(=O)N[C@@H](CO)C1CC1 |r|